N-methyl-N-(2-naphthyl)hydrazine CN(N)C1=CC2=CC=CC=C2C=C1